2-chloro-4,5-dimethyl-1H-pyrimidin-6-one ClC=1NC(C(=C(N1)C)C)=O